(E)-3-(dibenzylamino)-1,3-diphenylprop-2-en-1-one C(C1=CC=CC=C1)N(/C(=C/C(=O)C1=CC=CC=C1)/C1=CC=CC=C1)CC1=CC=CC=C1